5'-O-(4,4-dimethoxytrityl)-N2-isobutyryl-deoxyguanosine COC1(CC=C(C(C2=CC=CC=C2)(C2=CC=CC=C2)OC[C@@H]2[C@H](C[C@@H](O2)N2C=NC=3C(=O)NC(NC(C(C)C)=O)=NC23)O)C=C1)OC